4-(4-Benzyloxy-3,5-dimethoxy-anilino)-6-chloro-2-methylsulfanyl-pyrimidine-5-carbonitrile C(C1=CC=CC=C1)OC1=C(C=C(NC2=NC(=NC(=C2C#N)Cl)SC)C=C1OC)OC